N-(1,1-dimethylethyl)dimethylsilanamide CC(C)(C)N([Si](=O)C)C